N1CCCC2CCC3CCCNC3C12 tetradecahydrophenanthroline